3,7-dimethyl-2,6-octadienylamine CC(=CCN)CCC=C(C)C